NC1=CN(C=CC=C1)C(=O)C=1CC(C#N)(C=CC1)C1=C(C=NN1)C1=C(C=CC=C1)C1CC1 3-(3-aminoazepine-1-carbonyl)-1-(4-(cyclopropylphenyl)-1H-pyrazol-5-yl)benzonitrile